FC1=CC=C(C=C1)C1=CC=C(C=C1)C1=CC(=NC=C1)CN1CCC2(CCCC2)CC1 8-((4-(4'-fluoro-[1,1'-biphenyl]-4-yl)pyridin-2-yl)methyl)-8-azaspiro[4.5]decane